FC(C=1N=C(SC1)C(=O)O)(F)F 4-(trifluoromethyl)thiazole-2-carboxylic acid